N-(4-fluorophenyl)-2-(5-(3-(methylsulfonyl)benzoyl)-5,6,7,8-tetrahydro-1,5-naphthyridin-2-yl)propanamide FC1=CC=C(C=C1)NC(C(C)C1=NC=2CCCN(C2C=C1)C(C1=CC(=CC=C1)S(=O)(=O)C)=O)=O